8-(3,3a,4,5,6,6a-hexahydro-1H-cyclopenta[c]pyrrole-2-carbonyl)-4-[(2R)-3-(3,4-dihydro-1H-isoquinolin-2-yl)-2-hydroxy-propyl]-2,3-dihydro-1,4-benzoxazepin C1N(CC2C1CCC2)C(=O)C2=CC1=C(CN(CCO1)C[C@@H](CN1CC3=CC=CC=C3CC1)O)C=C2